FC=1C=C(C=CC1)C#CC=1C=CC(=NC1)C1=NOC(=N1)[C@@H]1NC[C@@H](C1)OC 3-(5-((3-fluorophenyl)ethynyl)pyridin-2-yl)-5-((2R,4R)-4-methoxypyrrolidin-2-yl)-1,2,4-oxadiazole